3-[2-(dimethylamino)ethyl]-2-trifluoromethyl-1H-indol-4-yl propionate C(CC)(=O)OC1=C2C(=C(NC2=CC=C1)C(F)(F)F)CCN(C)C